(5R)-5-ethyl-3-((2-((S)-(1-ethyl-1H-pyrazole-5-carboxamido)((1r,4S)-4-methylcyclohexyl)methyl)imidazo[1,2-b]pyridazin-6-yl)methyl)-2-oxopyrrolidine-3-carboxylic acid C(C)[C@@H]1CC(C(N1)=O)(C(=O)O)CC=1C=CC=2N(N1)C=C(N2)[C@H](C2CCC(CC2)C)NC(=O)C2=CC=NN2CC